C(C)C1=NN2C(N(C3=C(C2=O)CN(C3=O)CC(=O)OC(C)(C)C)CC(=O)NC3=NC=C(C=C3)F)=C1 tert-butyl [2-ethyl-4-{2-[(5-fluoropyridin-2-yl)amino]-2-oxoethyl}-5,8-dioxo-5,8-dihydro-4H-pyrazolo[1,5-a]pyrrolo[3,4-d]pyrimidin-6(7H)-yl]acetate